N-((4-((5-((3S,4S)-4-amino-3-methyl-2-oxa-8-azaspiro[4.5]decan-8-yl)-6-(hydroxymethyl)-3-methylpyrazin-2-yl)thio)-3-chloropyridin-2-yl)carbamoyl)benzenesulfonamide N[C@@H]1[C@@H](OCC12CCN(CC2)C=2N=C(C(=NC2CO)SC2=C(C(=NC=C2)NC(=O)NS(=O)(=O)C2=CC=CC=C2)Cl)C)C